O1C[C@@H](CC1)O |r| (±)-tetrahydrofuran-3-ol